camphorquinone acrylate C(C=C)(=O)O.C12(C(=O)C(=O)C(CC1)C2(C)C)C